O1COC2=C1C=CC(=C2)C=2C=C1CCN(CC1=CC2)C2=CNC1=CC=CC=C21 6-(benzo[d][1,3]dioxolane-5-yl)-N-(1H-indol-3-yl)-3,4-dihydroisoquinoline